C(CCCC)OCOC=CCCCCCCCCCCCC(OC)OC dimethoxytetradecenyl pentoxymethyl ether